ClC1=CC(=C(COC2=CC=CC(=N2)N2CCN(CC2)C(=O)OC(C)(C)C)C=C1)F tert-Butyl 4-(6-((4-chloro-2-fluorobenzyl)oxy)pyridin-2-yl)piperazine-1-carboxylate